7-[2-(tert-butoxycarbonylamino) ethyl-(5-dodecanoyloxypentyl)amino]heptyl 2-octyldecanoate C(CCCCCCC)C(C(=O)OCCCCCCCN(CCCCCOC(CCCCCCCCCCC)=O)CCNC(=O)OC(C)(C)C)CCCCCCCC